(S)-3-methoxy-N-(6-(5-methyl-6,7-dihydro-5H-pyrrolo[2,1-c][1,2,4]triazol-3-yl)pyridin-2-yl)-1-(6-methylpyridin-2-yl)-1H-pyrazole-4-carboxamide COC1=NN(C=C1C(=O)NC1=NC(=CC=C1)C=1N2C(=NN1)CC[C@@H]2C)C2=NC(=CC=C2)C